3-[(1-methoxy-1-oxopentan-2-yl)carbamoyl]-3-{[(4-nitrophenyl)carbamoyl]amino}propanoic acid COC(C(CCC)NC(=O)C(CC(=O)O)NC(NC1=CC=C(C=C1)[N+](=O)[O-])=O)=O